6,7-dimethyl-1-phenyl-3,4-dihydroisoquinoline CC=1C=C2CCN=C(C2=CC1C)C1=CC=CC=C1